ClC=1C=C2CCN([C@H](C2=C(C1)Cl)C)C(=O)[C@@H]1OCCN(C1)C1=CN=CC=2N1C=C(N2)C(=O)N 5-((R)-2-((S)-6,8-dichloro-1-methyl-1,2,3,4-tetrahydroisoquinoline-2-carbonyl)morpholino)imidazo[1,2-a]pyrazine-2-carboxamide